3-nonylicos-11-en-1-amine C(CCCCCCCC)C(CCN)CCCCCCCC=CCCCCCCCC